N,N-Dimethyl-2-((1,2,3,4-tetrahydroisoquinolin-7-yl)oxy)ethan-1-amine hydrochloride Cl.CN(CCOC1=CC=C2CCNCC2=C1)C